(S)-3-(4-(4-amino-7-(2-(dimethylamino)ethyl)-7H-pyrrolo[2,3-d]pyrimidin-5-yl)benzylamino)-6-cyano-N-(1-(3,4-difluorophenyl)ethyl)pyrazine-2-carboxamide NC=1C2=C(N=CN1)N(C=C2C2=CC=C(CNC=1C(=NC(=CN1)C#N)C(=O)N[C@@H](C)C1=CC(=C(C=C1)F)F)C=C2)CCN(C)C